FC=1C=CC(=NC1)[C@H](C)NC1=CC=C2C(=N1)N(C=C2)C2=NNC(=C2)C 6-{[(1S)-1-(5-fluoropyridin-2-yl)ethyl]amino}-1-(5-methyl-1H-pyrazol-3-yl)-1H-pyrrolo[2,3-b]pyridine